C(C1=CC=CC=C1)N1C(C=C(C=C1CCCC=C)OCC1=CC=CC=C1)=O 1-benzyl-4-benzyloxy-6-(pent-4-en-1-yl)pyridin-2(1H)-one